N-((1-(((3R,4R-5R,6R)-4,5-bis(benzyloxy)-6-((benzyl-oxy)methyl)tetrahydro-2H-pyran-3-yl)methyl)-1H-1,2,3-triazol-4-yl)methyl)acetamide C(C1=CC=CC=C1)O[C@@H]1[C@@H](CO[C@@H]([C@@H]1OCC1=CC=CC=C1)COCC1=CC=CC=C1)CN1N=NC(=C1)CNC(C)=O